4,7,10,13-tetraoxahexadecanediamine C(CCOCCOCCOCCOCCC)(N)N